C1(CCC(CC1)(CO)CO)(CO)CO 1,1,4,4-cyclohexanetetramethanol